OC1=C(C=C(C=C1)CC(=O)C1=C(C=C(C=C1O)O)O)OC 2-(4-hydroxy-3-methoxyphenyl)-1-(2,4,6-trihydroxyphenyl)ethan-1-one